ClC=1C(=NC=CC1)CCN1CCC2(OC3(CC3)CN(C2)CC(C)C)CC1 8-(2-(3-chloropyridin-2-yl)ethyl)-12-isobutyl-4-oxa-8,12-diazadispiro[2.1.5.3]tridecane